5-(2-naphthyl)acenaphthoquinone Methyl-(6-(4-(tert-butyl)phenoxy)-2-(trifluoromethoxy)pyridin-3-yl)carbamate CN(C(O)=O)C=1C(=NC(=CC1)OC1=CC=C(C=C1)C(C)(C)C)OC(F)(F)F.C1=C(C=CC2=CC=CC=C12)C1=CC=C2C(C(C=3C=CC=C1C32)=O)=O